disodium 4-(2,6-dichlorobenzoylamino)-3-(piperidin-4-ylaminocarbonyl)-1H-pyrazole ClC1=C(C(=O)NC=2C(=NNC2)C(=O)NC2CCNCC2)C(=CC=C1)Cl.[Na].[Na]